FC1=C(C=C(C(=C1)C=1C=NNC1)F)C1=CC=C(N=N1)N(C1CC(NC(C1)(C)C)(C)C)C 6-[2,5-difluoro-4-(1H-pyrazol-4-yl)phenyl]-N-methyl-N-(2,2,6,6-tetramethylpiperidin-4-yl)pyridazin-3-amine